(1S,3aR,6aS)-N-((S)-1-Cyano-2-((S)-2-oxopiperidin-3-yl)ethyl)-2-(7-(difluoromethyl)-4-fluoro-1H-indole-2-carbonyl)-5,5-difluorooctahydrocyclopenta[c]pyrrole-1-carboxamide C(#N)[C@H](C[C@H]1C(NCCC1)=O)NC(=O)[C@H]1N(C[C@H]2[C@@H]1CC(C2)(F)F)C(=O)C=2NC1=C(C=CC(=C1C2)F)C(F)F